ethyl methacrylate bromide [Br-].C(C(=C)C)(=O)OCC